BrN1C(CCC1=O)=O 1-Bromo-2,5-pyrrolidinedione